3,4-dihydroxypyrrolidine-2-carboxamide OC1C(NCC1O)C(=O)N